docosyl orthoformate C(OCCCCCCCCCCCCCCCCCCCCCC)([O-])[O-]